N-(4-(2,6-dimethylmorpholino)phenyl)-2-methylisoindolin-5-amine CC1OC(CN(C1)C1=CC=C(C=C1)NC=1C=C2CN(CC2=CC1)C)C